bicyclo[4.4.0]Decane C12CCCCC2CCCC1